O[C@@H]1[C@@H]2[C@]3(CCC(C=C3CC[C@H]2[C@@H]2CC[C@](C(CO)=O)([C@]2(C1)C)O)=O)C (11β)-11,17,21-Trihydroxypregn-4-ene-3,20-dione